[O].[Fe].[Co] cobalt-iron oxygen